N-Acetyl-L-Cysteine Methyl Ester CC(=O)N[C@@H](CS)C(=O)OC